C(F)F Methylene difluoride